4-bromo-2-nitrophenyl-4-methoxybutyrate BrC1=CC(=C(C=C1)OC(CCCOC)=O)[N+](=O)[O-]